Cl\C=C/C(=O)NC=1C(=C(C=CC1)C1=C2C=C(NC2=C(C=C1)C(=O)N)C=1CCN(CC1)S(=O)(=O)C)C (Z)-4-(3-(3-chloroacrylamido)-2-methylphenyl)-2-(1-(methylsulfonyl)-1,2,3,6-tetrahydropyridin-4-yl)-1H-indole-7-carboxamide